BrC=1C=C(C=NC1)NC(C(F)F)=O N-(5-bromopyridin-3-yl)-2,2-difluoroacetamide